nonadecane-5,5-diol CCCCC(CCCCCCCCCCCCCC)(O)O